C(#N)C=1C(=CC(=NC1)NC(=O)N1CCCC2=CC(=C(N=C12)C=O)CN1C(CN(CC1)C)=O)OCCSCC N-(5-cyano-4-(2-(ethylthio)ethoxy)pyridin-2-yl)-7-formyl-6-((4-methyl-2-oxopiperazin-1-yl)methyl)-3,4-dihydro-1,8-naphthyridine-1(2H)-carboxamide